isocyanocyclohexene [N+](#[C-])C1=CCCCC1